FC=1C=CC=C2C=C(C=NC12)C(=O)N[C@@](CC(C)C)(C)CC1=CC(=CC=C1)F |r| 8-fluoro-N-[rac-1-[(3-fluorophenyl)methyl]-1,3-dimethyl-butyl]quinoline-3-carboxamide